3-bromo-4-(1-methoxy-1-oxopropan-2-yl)thieno[3,2-c]pyridine-2-carboxylic acid methyl ester COC(=O)C1=C(C=2C(=NC=CC2S1)C(C(=O)OC)C)Br